BrC=1C=C2C=3CCCC(C3NC2=CC1)NCC1=CC=C(C=C1)F 6-bromo-N-(4-fluorobenzyl)-2,3,4,9-tetrahydro-1H-carbazol-1-amine